CC1=NSC(=N1)C=1C=C(C(=NC1)C=1N=C2N(C=CC(=N2)C=2CC(NC(C2)(C)C)(C)C)C1)O 5-(3-methyl-1,2,4-thiadiazol-5-yl)-2-(7-(2,2,6,6-tetramethyl-1,2,3,6-tetrahydropyridin-4-yl)imidazo[1,2-a]pyrimidin-2-yl)pyridin-3-ol